4-bromo-2-(4-(4-((3-nitrophenyl)sulfonamido)butyl)piperidin-1-yl)benzoic acid BrC1=CC(=C(C(=O)O)C=C1)N1CCC(CC1)CCCCNS(=O)(=O)C1=CC(=CC=C1)[N+](=O)[O-]